2'-chloro-6'-(1-methylpyrrolidin-3-yl)-2,3,5,6,6',7'-hexahydrospiro[pyran-4,5'-pyrrolo[3,4-b]pyridine] ClC1=CC=C2C(=N1)CN(C21CCOCC1)C1CN(CC1)C